1-fluoro-2-(trifluoromethyl)benzene FC1=C(C=CC=C1)C(F)(F)F